[N-](S(=O)(=O)C(F)(F)F)S(=O)(=O)C(F)(F)F.P(=S)([O-])([O-])[O-] thiophosphate bis(trifluoromethylsulfonyl)imide